8-[1-(Cyclopropylsulfonyl)-1H-indol-4-yl]-6-fluoro-9-methoxy-1,4,4-trimethyl-5H-[1,2,4]triazolo[4,3-a]quinoxaline C1(CC1)S(=O)(=O)N1C=CC2=C(C=CC=C12)C1=CC(=C2NC(C=3N(C2=C1OC)C(=NN3)C)(C)C)F